NCC=1C(NC=NN1)=O 6-aminomethyl-4H-[1,2,4]triazin-5-one